BrC1=C(OCC(=O)C2=C(C=C(C=C2)Cl)F)C(=CC=C1)[N+](=O)[O-] 2-(2-bromo-6-nitrophenoxy)-1-(4-chloro-2-fluorophenyl)ethan-1-one